COC=1C=CC=C2C(=NC=NC12)N1CC(C1)CCNS(=O)(=O)N (2-(1-(8-methoxyquinazolin-4-yl)azetidin-3-yl)ethyl)sulfamide